hexamethylenebis[3-(3-tert-butyl-5-methyl-4-hydroxyphenyl)propionamide] C(C)(C)(C)C=1C=C(C=C(C1O)C)CC(C(=O)N)CCCCCCC(C(=O)N)CC1=CC(=C(C(=C1)C)O)C(C)(C)C